C(C)OC(=O)C1=C(SC(=C1C)C=1OC=CN1)NC(=O)N[C@H](C(=O)OC(C)(C)C)C (S)-2-(3-(1-(tert-butoxy)-1-oxoprop-2-yl)ureido)-4-methyl-5-(oxazol-2-yl)Thiophene-3-carboxylic acid ethyl ester